ClC1=NC(=CC=C1CNC1=CC(=C(C=C1)NS(=O)(=O)CC1=CC=C(C=C1)F)F)Cl N-(4-(((2,6-dichloropyridin-3-yl)methyl)amino)-2-fluorophenyl)-1-(4-fluorophenyl)methanesulfonamide